1-(p-hydroxybenzyl)perfluorodecane OC1=CC=C(CC(C(C(C(C(C(C(C(C(C(F)(F)F)(F)F)(F)F)(F)F)(F)F)(F)F)(F)F)(F)F)(F)F)(F)F)C=C1